N-(3-(5-chloro-2-methoxyphenyl)-1-(2-(ethyl(methyl)amino)-2-oxoethyl)-1H-pyrazol-4-yl)pyrazolo[1,5-a]pyrimidine-3-carboxamide ClC=1C=CC(=C(C1)C1=NN(C=C1NC(=O)C=1C=NN2C1N=CC=C2)CC(=O)N(C)CC)OC